CN(CCN)C N,N-dimethyl-ethane-1,2-diamine